(-)-R-alpha-[[2-(dimethylamino)ethoxy]methyl]benzo[b]thiophene-5-methanol hydrochloride Cl.CN(CCOC[C@H](O)C1=CC2=C(SC=C2)C=C1)C